xylylenediphenol C=1(C(=CC=CC1)CC1=C(C=CC=C1)O)CC1=C(C=CC=C1)O